CC(CC(=O)OC[C@H]1O[C@@]([C@@H]([C@@H]1O)O)(C#N)C1=CC=C2C(=NC=NN21)N)(C)C ((2R,3S,4R,5R)-5-(4-aminopyrrolo[2,1-f][1,2,4]triazin-7-yl)-5-cyano-3,4-dihydroxytetrahydrofuran-2-yl)methyl 3,3-dimethylbutanoate